3-(6-Chloropyrimidin-4-yl)-6-(1,1-difluoroethyl)imidazo[1,2-b]pyridazine ClC1=CC(=NC=N1)C1=CN=C2N1N=C(C=C2)C(C)(F)F